ClC1=C(C(=CC(=C1)F)C)NC=1N(C2=NC(=NC=C2N1)NC1CCOCC1)C1CCC(CC1)C(=O)N (1s,4s)-4-(8-(2-chloro-4-fluoro-6-methylphenylamino)-2-(tetrahydro-2H-pyran-4-ylamino)-9H-purin-9-yl)cyclohexanecarboxamide